(S)-2-(1-(cyclohexylsulfonyl)piperidin-2-yl)-5-methylthiazole-4-carboxylic acid methyl ester COC(=O)C=1N=C(SC1C)[C@H]1N(CCCC1)S(=O)(=O)C1CCCCC1